di-tert-butyl-p-cresol CC1=CC(=C(C(=C1)C(C)(C)C)O)C(C)(C)C